COC(C1=C(C=C(C(=C1)OCC1=CC=CC=C1)OC)C1=CC(=CC=2N(C(N(C21)C)=O)CC(=O)NC2=CC=C(C=C2)F)C(F)(F)F)=O 5-(benzyloxy)-2-(1-(2-((4-fluorophenyl)amino)-2-oxoethyl)-3-methyl-2-oxo-6-(trifluoromethyl)-2,3-dihydro-1H-benzo[d]imidazol-4-yl)-4-methoxybenzoic acid methyl ester